1-{4-[7-(aminocarbonyl)-2H-indazol-2-yl]-2-hydroxybenzyl}-4-methylpiperazin-1-ium trifluoroacetate FC(C(=O)[O-])(F)F.NC(=O)C1=CC=CC2=CN(N=C12)C1=CC(=C(C[NH+]2CCN(CC2)C)C=C1)O